(3-sulphonatobenzyl)ammonium, aluminium salt [Al].S(=O)(=O)([O-])C=1C=C(C[NH3+])C=CC1